[Li].O1CCOCCOC=COCC1 1,4,7,10-tetraoxacyclododecane-8-ene lithium salt